2-(difluoromethyl)benzamide FC(C1=C(C(=O)N)C=CC=C1)F